C(C)C1=CN=C(S1)C=1C=C(C#N)C=C(C1)F 3-(5-Ethyl-1,3-thiazol-2-yl)-5-fluorobenzonitrile